2,7-bis(5-methylbenzoxazol-2-yl)-9,9-dipropyl-3-hydroxyfluorene CC=1C=CC2=C(N=C(O2)C2=CC=3C(C4=CC(=CC=C4C3C=C2O)C=2OC3=C(N2)C=C(C=C3)C)(CCC)CCC)C1